C1(CCCC1)NC1=CC=C2C(NC(=NC2=C1)CSC1CCN(CC1)CC(C)(F)F)=O 7-(cyclopentylamino)-2-(((1-(2,2-difluoropropyl)piperidin-4-yl)thio)methyl)quinazolin-4(3H)-one